FC1=CC=C(C=C1)C=1N=NN(N1)C1C2CN(CC1C2)C(CC2=NON=C2C)=O 1-(6-(5-(4-fluorophenyl)-2H-tetrazol-2-yl)-3-azabicyclo[3.1.1]heptan-3-yl)-2-(4-methyl-1,2,5-oxadiazol-3-yl)ethan-1-one